((3-(3-amino-5-fluoro-2-methoxyphenyl)-1,2,4-oxadiazol-5-yl)methyl)-N-methyl-methanesulfonamide NC=1C(=C(C=C(C1)F)C1=NOC(=N1)CCS(=O)(=O)NC)OC